Cl.BrC1=CC=CC=2C=3N(C(=NC12)N[C@@H](C(=O)N1CCNCC1)C)N=C(N3)C=3C=NN(C3)C (2R)-2-{[7-bromo-2-(1-methyl-1H-pyrazol-4-yl)[1,2,4]triazolo[1,5-c]quinazolin-5-yl]amino}-1-(piperazin-1-yl)propan-1-one hydrogen chloride